3-bromo-2,4'-bipyridine BrC=1C(=NC=CC1)C1=CC=NC=C1